[Br-].OC1=C(C=C(C=C1)C)/C(=C/C1=CCN(C=C1)C)/C1=CC=C(C=C1)C (E)-4-(2-(2-hydroxy-5-methylphenyl)-2-(4-methylphenyl)vinyl)-1-methylpyridine bromide